C1(=CC=CC2=CC=CC=C12)C(=O)[O-].C1(=CC=CC2=CC=CC=C12)C(=O)[O-].C(CCC)[Sn+2]CCCC di-n-butyl-tin dinaphthate